COC1=CC=CC2=C1C(=CN2)CSC[C@@H](C(=O)NCC(=O)O)NC(=O)CC[C@@H](C(=O)O)N The molecule is a tripeptide that is glutathione in which the side-chain thiol group of the cysteine residue is substituted by a 4-methoxyindol-3-ylmethyl group. It has a role as a metabolite. It is a S-conjugate, a member of indoles, a glutathione derivative and a tripeptide. It derives from an indole-3-methanol.